S1(C=CC2=C1C=CC=N2)=O thienopyridone